C(C)OC(CNC1=C/C(/CC(C1)(C)C)=N/C1=CC=C(C=C1)C1=CC=CC=C1)=O.NCCC(CC=1C=NC=CC1)=O 4-amino-1-(pyridine-3-yl)butanone Ethyl-2-[[(3E)-5,5-dimethyl-3-(4-phenylphenyl)imino-cyclohexen-1-yl]amino]acetate